C(C)(C)(C)OC(=O)N1CC2=CC=C(C=C2CC1)NC1=NC(=CN=C1C(N)=O)N1CCCCC1.CN1C(C(C2=CC=CC=C12)(CC(C1=CC=CC=C1)=O)C)=O 1,3-dimethyl-3-(2-oxo-2-phenylethyl)indolin-2-one tert-butyl-6-((3-carbamoyl-6-(piperidin-1-yl)pyrazin-2-yl)amino)-3,4-dihydroisoquinoline-2(1H)-carboxylate